6-chloro-3-((3-methoxyphenyl)thio)-1-((2-(trimethylsilyl)ethoxy)methyl)-1H-pyrrolo[2,3-b]Pyridine ClC1=CC=C2C(=N1)N(C=C2SC2=CC(=CC=C2)OC)COCC[Si](C)(C)C